[Si](C1=CC=CC=C1)(C1=CC=CC=C1)(C(C)(C)C)OC(C(=O)OCCCCCCOC(CC(CCCCCCCC)CCCCCC)=O)CCC(=O)OCCCCCCOC(CC(CCCCCCCC)CCCCCC)=O Bis(6-((3-hexylundecanoyl)oxy)hexyl) 2-((tert-butyldiphenylsilyl)oxy)pentanedioate